tert-butyl (2S,4S)-2-(cyanomethyl)-4-(6-fluoro-7-(4-fluorophenyl)-8-methyl-4-(methylthio)-1H-[1,2,3]triazolo[4,5-c]quinolin-1-yl)piperidine-1-carboxylate C(#N)C[C@H]1N(CC[C@@H](C1)N1N=NC=2C(=NC=3C(=C(C(=CC3C21)C)C2=CC=C(C=C2)F)F)SC)C(=O)OC(C)(C)C